ClC1=C(OCC2=CC=CC(=N2)C2CN(CC2)C(=O)OC(C)(C)C)C=CC(=C1)Cl tert-Butyl 3-(6-((2,4-dichlorophenoxy)methyl)pyridin-2-yl)pyrrolidine-1-carboxylate